C(C)(=O)NNC(=O)C=1C(=C(C(=NC1CCC1=CC=C(C=C1)F)CC(C)C)C(=O)N)N1CC(CC1)C(NCC1=CC(=C(C=C1)F)F)=O 5-(acetamidocarbamoyl)-4-[3-[(3,4-difluorophenyl)methylcarbamoyl]pyrrolidin-1-yl]-6-[2-(4-fluorophenyl)ethyl]-2-isobutyl-pyridine-3-carboxamide